4-(1-{4-[(5-amino-3-tert-butyl-pyrazole-1-carbonyl)-amino]-phenyl}-1H-benzoimidazol-5-yloxy)-pyridine-2-carboxylic acid methylamide CNC(=O)C1=NC=CC(=C1)OC1=CC2=C(N(C=N2)C2=CC=C(C=C2)NC(=O)N2N=C(C=C2N)C(C)(C)C)C=C1